s-carboxymethyl-l-cysteine C([C@@H](C(=O)O)N)SCC(=O)O